C1=NC(=C2C(=N1)N(C=N2)[C@H]3[C@@H]([C@@H]([C@H](O3)COP(=O)(O)OP(=O)(O)O)O)O)N.O[V](=O)(O)O The molecule is a vanadium coordination entity that is ADP in which a hydrogen of the terminal phosphate group has been replaced by a (trihydroxido)(oxido)vanadium moiety. It derives from an ADP.